Lithium 3-((imidazo[1,2-a]pyridine-3-carboxamido)methyl)-4-methylbenzoate N=1C=C(N2C1C=CC=C2)C(=O)NCC=2C=C(C(=O)[O-])C=CC2C.[Li+]